8-((4-(2-methyl-6-(methylcarbamoyl)pyridin-3-yl)piperazin-1-yl)methyl)-7-fluoroimidazo[1,2-c]quinazolin-5(6H)-one CC1=NC(=CC=C1N1CCN(CC1)CC=1C=CC=2C=3N(C(NC2C1F)=O)C=CN3)C(NC)=O